C(C)(C)C1=CN=C(S1)C=1C=C(C(=O)O)C=C(C1)OCC1CCOCC1 3-(5-isopropyl-1,3-thiazol-2-yl)-5-(tetrahydro-2H-pyran-4-ylmethoxy)benzoic acid